O=C1NC(CCC1N1C(C2=CC=C(C=C2C1=O)C1(CCN(CC1)CC=1C(=NNC1)C1=CC=CC=C1)O)=O)=O 2-(2,6-dioxopiperidin-3-yl)-5-(4-hydroxy-1-((3-phenyl-1H-pyrazol-4-yl)methyl)piperidin-4-yl)isoindoline-1,3-dione